cis-Octadec-11-enoic acid C(CCCCCCCCC\C=C/CCCCCC)(=O)O